(R)-N-Fmoc-2-(2'-propynyl)alanine C[C@@](CC#C)(C(=O)O)NC(=O)OCC1C2=CC=CC=C2C3=CC=CC=C13